4,7-dimercapto-1,11-dimercapto-3,6,9-trithiaundecane SC(SCCS)CSC(CSCCS)S